4-methylpentanamide bistrifluoroacetate FC(C(=O)O)(F)F.FC(C(=O)O)(F)F.CC(CCC(=O)N)C